NC=1C(NC2=CC(=C(N=C2C1C1=C2C=NNC2=C(C=C1)F)C(C)(C)O)C)=O 3-Amino-4-(7-fluoro-1H-indazol-4-yl)-6-(1-hydroxy-1-methyl-ethyl)-7-methyl-1H-1,5-naphthyridin-2-one